O1CCOC2=C1C=CC(=C2)C2=C(C#N)C(=CC=C2)C=O 2-(2,3-dihydro-1,4-benzodioxin-6-yl)-6-formylbenzonitrile